C(C)OC(=O)C1=NC=CC=C1C(=O)OCC pyridine-2,3-dicarboxylic acid diethyl ester